Ethyl N-(2-((S)-1-(2,3-difluorobenzyl)-5-oxopyrrolidin-2-yl)acetyl)-O-methyl-L-threoninate FC1=C(CN2[C@@H](CCC2=O)CC(=O)N[C@@H]([C@H](OC)C)C(=O)OCC)C=CC=C1F